Dichloro(pentamethylcyclopentadienyl)iridium Cl[Ir](C1(C(=C(C(=C1C)C)C)C)C)Cl